C[C@@H]1CN(C[C@@H](N1)C)C1=CC=CC(=N1)CNC=1C2=C(N=CN1)NC=C2C2=CC(=NC=C2)C N-((6-((3R,5S)-3,5-Dimethylpiperazin-1-yl)pyridin-2-yl)methyl)-5-(2-methylpyridin-4-yl)-7H-pyrrolo[2,3-d]pyrimidin-4-amine